C1(CC1)C1=NN(C(=C1)C1CC1)C1=CC=C(C=C1)NC(CC=1C=C2C=CC=NC2=CC1)=O N-[4-(3,5-dicyclopropyl-1H-pyrazol-1-yl)phenyl]-2-(quinolin-6-yl)acetamide